CN1CCC(CC1)NCCCC#N 4-[(1-methylpiperidin-4-yl)amino]butanenitrile